22-Chloro-7,12-difluoro-5,23-dimethoxy-20-oxa-2λ6-thia-3,19-diazapentacyclo[16.5.2.14,8.09,14.021,25]hexacosa-1(23),4(26),5,7,9(14),10,12,18,21,24-decaene 2,2-dioxide ClC1=C2ON=C3CCCC=4C=C(C=CC4C4=C(C=C(C(NS(C(=C1OC)C=C23)(=O)=O)=C4)OC)F)F